methyl 2-(diethylamino)ethyl(5-((5-fluoro-2-oxoindolin-3-ylidene)methyl)-2,4-dimethyl-1H-pyrrole-3-carbonyl)carbamate C(C)N(CCN(C(OC)=O)C(=O)C1=C(NC(=C1C)C=C1C(NC2=CC=C(C=C12)F)=O)C)CC